4-[1-(4-amino-3-methyl-1H-pyrazolo[3,4-d]pyrimidin-1-yl)ethyl]-6-chloro-3-ethoxy-2-[1-(2,2,2-trifluoroethyl)azetidin-3-yl]benzonitrile NC1=C2C(=NC=N1)N(N=C2C)C(C)C2=C(C(=C(C#N)C(=C2)Cl)C2CN(C2)CC(F)(F)F)OCC